3,4-dimethyl-2-oxo-1,2,3,4-tetrahydroquinazoline-7-carboxamide CN1C(NC2=CC(=CC=C2C1C)C(=O)N)=O